FC1(C=2N(CC(CC1)CO)N=C1C2CN[C@H](C1)C)F ((S)-11,11-Difluoro-3-methyl-1,3,4,7,8,9,10,11-octahydro-2H-pyrido[4',3':3,4]pyrazolo-[1,5-a]azepin-8-yl)methanol